[Cl-].C[Si](C1=CC=C(C=C1)P)(C)C 4-(trimethylsilanyl)phenylphosphine chloride